P(OCCCCCCCCCCCCC)(OCCCCCCCCCCCCC)OCC(C)OCCCOP(OCCCCCCCCCCCCC)OCCCCCCCCCCCCC tetratridecyl propyleneoxypropyl diphosphite